1-(tert-Butoxycarbonyl)-2-cyanopyrrolidine C(C)(C)(C)OC(=O)N1C(CCC1)C#N